R-terpinen-4-ol CC1=CC[C@](C(C)C)(O)CC1